C(C)OC1=CC(=NC=C1C#N)CN1C(C2=CC(=CC(=C2CC1)C=1C(=NC(=CC1)F)C)CCN1[C@@H]([C@@H](C1)O)C)=O 4-ethoxy-6-((5-(6-fluoro-2-methylpyridin-3-yl)-7-(2-((2R,3R)-3-hydroxy-2-methylazetidin-1-yl)ethyl)-1-oxo-3,4-dihydroisoquinolin-2(1H)-yl)methyl)nicotinonitrile